N-(2-(2-(dimethylamino)ethyl)-6-(furan-3-yl)-2H-indazol-5-yl)-2-(pyridin-4-yl)thiazole-4-carboxamide CN(CCN1N=C2C=C(C(=CC2=C1)NC(=O)C=1N=C(SC1)C1=CC=NC=C1)C1=COC=C1)C